C(C)OC(=O)[C@@H]1O[C@]([C@H]([C@H]1C1=C(C(=C(C=C1)F)F)O)C)(C(F)(F)F)C (2R,3S,4S,5R)-3-(3,4-difluoro-2-hydroxyphenyl)-4,5-dimethyl-5-(trifluoromethyl)tetrahydrofuran-2-carboxylic acid ethyl ester